ClC1=C(C=CC=C1)/C=C/C(=O)C1=CC=CC=C1 (E)-3-(2-chlorophenyl)-1-phenylpropan-2-en-1-one